2-((4-(7-((1-ethyl-2-oxo-2,3-dihydro-1H-benzo[d]imidazol-5-yl)methyl)-2,7-diazaspiro[4.4]non-2-yl)pyrimidin-5-yl)oxy)-5-fluoro-N-isopropyl-N-methylbenzamide C(C)N1C(NC2=C1C=CC(=C2)CN2CC1(CCN(C1)C1=NC=NC=C1OC1=C(C(=O)N(C)C(C)C)C=C(C=C1)F)CC2)=O